azobis(2,4-dimethyl-4-ethoxyvaleronitrile) N(=NC(C#N)(CC(C)(C)OCC)C)C(C#N)(CC(C)(OCC)C)C